6,10-dimethylundeca-5,9-dien CC(=CCCCC)CCC=C(C)C